C(C)(C)(C)C1=NOC(=N1)C(=O)N[C@H](C)C1=C(C=C(C(=C1)F)C1=NC=NC(=C1)Cl)C (R)-3-(tert-butyl)-N-(1-(4-(6-chloropyrimidin-4-yl)-5-fluoro-2-methylphenyl)ethyl)-1,2,4-oxadiazole-5-carboxamide